N(=C=O)CCC1CC(CCC1)CCN=C=O 1,3-bis(2-isocyanatoeth-1-yl)cyclohexane